(3R)-3-amino-7-[5-(1-aminocyclohexyl)-1,3,4-oxadiazol-2-yl]-1,1-dioxo-5-[[4-(trifluoromethoxy)phenyl]methyl]-2,3-dihydro-1λ6,5-benzothiazepin-4-one N[C@H]1CS(C2=C(N(C1=O)CC1=CC=C(C=C1)OC(F)(F)F)C=C(C=C2)C=2OC(=NN2)C2(CCCCC2)N)(=O)=O